(Boc)-L-phenylalanine 2-ethylbutyl ester C(C)C(COC([C@@H](NC(=O)OC(C)(C)C)CC1=CC=CC=C1)=O)CC